ClC(C1=NC(=NC(=N1)C(Cl)(Cl)Cl)CCC1=C(C=C(C=C1)N(CC)CC)C)(Cl)Cl 2,4-bis(trichloromethyl)-6-[2-(4-diethylamino-2-METHYLPHENYL)ethyl]-1,3,5-triazine